Oxoxazine potassium salt [K].O1ON=CC=C1